13-Hydroxy-heneicosa-15,18-dienoic acid OC(CCCCCCCCCCCC(=O)O)CC=CCC=CCC